C(CCCCCCCCCCC)N1CC2CCC(C1)O2 3-dodecyl-8-oxa-3-azabicyclo[3.2.1]octane